ditetradecylbenzenesulfonic acid C(CCCCCCCCCCCCC)C=1C(=C(C=CC1)S(=O)(=O)O)CCCCCCCCCCCCCC